O=C1COC2(C1)CN(CC2)C(=O)OC(C)(C)C tert-Butyl 3-oxo-1-oxa-7-azaspiro[4.4]nonane-7-carboxylate